COC=1C=C(CN(C2=CC(=NC=C2)COCCOCC2=CC(=CC=C2)OC)CC2=CC=C(C=C2)N2CCN(CC2)C)C=CC1 N-(3-methoxybenzyl)-2-((2-(3-methoxybenzyloxy)ethoxy)methyl)-N-(4-(4-methylpiperazin-1-yl)benzyl)pyridin-4-amine